2-(1-benzyl-5-(4-((tert-Butoxycarbonyl)amino)phenyl)-1,4,5,6-tetrahydropyridin-3-yl)acetic acid ethyl ester C(C)OC(CC1=CN(CC(C1)C1=CC=C(C=C1)NC(=O)OC(C)(C)C)CC1=CC=CC=C1)=O